BrCCC1=CC=CC=C1 (2-Bromoethyl)benzene